(m-tolyl)nickel (0) C1(=CC(=CC=C1)[Ni-])C